NC=1C(=C(C(=C(C(=O)NCC(CO)O)C1I)I)C(=O)NCC(CO)O)I amino-N,N'-bis(2,3-dihydroxypropyl)-2,4,6-triiodoisophthalamide